Zirconium(IV)-Oxid [O-2].[Zr+4].[O-2]